((2-chloro-4-((3-methyl-4-((1-methyl-1H-benzimidazol-5-yl)oxy)phenyl)amino)pyrimidin-5-yl)ethynyl)pyrrolidine-1-carboxylic acid tert-butyl ester C(C)(C)(C)OC(=O)N1C(CCC1)C#CC=1C(=NC(=NC1)Cl)NC1=CC(=C(C=C1)OC1=CC2=C(N(C=N2)C)C=C1)C